5-bromo-2-methylbenzenesulfonamide BrC=1C=CC(=C(C1)S(=O)(=O)N)C